8-methoxy-5-methyl-2,3,4,6-tetrahydro-1H-pyrido[4,3-b]carbazole COC=1C=CC=2C=3C=C4C(=C(C3NC2C1)C)CCNC4